FC1=C(OC2CCC(CC2)C(=O)O)C=C(C(=C1)OC)C(N[C@H]1[C@H]2CC[C@@H]([C@H]1C(NC1=CC(=CC=C1)S(F)(F)(F)(F)F)=O)C2)=O (1R,4s)-4-(2-fluoro-4-methoxy-5-(((1S,2S,3R,4R)-3-((3-(pentafluoro-λ6-sulfaneyl)phenyl)carbamoyl)bicyclo[2.2.1]heptan-2-yl)carbamoyl)phenoxy)cyclohexane-1-carboxylic acid